N-[2-chloro-4-(trifluoromethyl)phenyl](6-ethyl-5-{4-[(5-hydroxy-6-methyl-4-pyrimidinyl)carbonyl]-1-piperazinyl}-4-oxo-7H-1,3,3',3a,3a',7-hexaaza-2,5'-biindenyl-7-yl)acetamide ClC1=C(C=CC(=C1)C(F)(F)F)NC(CN1C(=C(C(N2N=C(N=C12)C1=CN2N=CC=C2C=C1)=O)N1CCN(CC1)C(=O)C1=NC=NC(=C1O)C)CC)=O